(S)-N-tert-butoxycarbonyl-2,5-dihydro-1H-pyrrole-2-carboxylic acid methyl ester COC(=O)[C@H]1N(CC=C1)C(=O)OC(C)(C)C